C(C1=CC=CC=C1)[C@H]1[C@@H](C1)C(=O)N[C@@H]1C(N(C2=C(OC1)C=CC=C2)C)=O trans-2-benzyl-N-((S)-5-methyl-4-oxo-2,3,4,5-tetrahydrobenzo[b][1,4]oxazepin-3-yl)cyclopropanecarboxamide